FC1=C2C3(C(NC2=CC=C1C(=O)OC)=O)CCC(CC3)O methyl 4'-fluoro-4-hydroxy-2'-oxo-spiro[cyclohexane-1,3'-indoline]-5'-carboxylate